N[C@H]1C[C@@H](N(C1)C(=O)OC(C)(C)C)C(=O)O (2r,4s)-4-amino-1-(tert-butoxycarbonyl)pyrrolidine-2-carboxylic acid